(4-chloro-3,5-difluoro-1H-indol-2-yl)((3R,4S)-3-fluoro-4-((oxetan-3-ylmethyl)amino)pyrrolidin-1-yl)methanone ClC1=C2C(=C(NC2=CC=C1F)C(=O)N1C[C@H]([C@H](C1)NCC1COC1)F)F